2-((5S)-5-methyl-2-(2'-oxospiro[cyclopropane-1,3'-indoline]-6'-yl)piperidin-1-yl)-2-oxoacetic acid C[C@H]1CCC(N(C1)C(C(=O)O)=O)C1=CC=C2C3(C(NC2=C1)=O)CC3